N4-[(1S,2S,4R)-4-({[4-(5,6-dimethoxypyridin-3-yl)phenyl]methyl}amino)-2-methoxycyclopentyl]-N2,N4-dimethyl-6-(2,2,2-trifluoroethyl)thieno[2,3-d]pyrimidine-2,4-diamine Hydrochloride Cl.COC=1C=C(C=NC1OC)C1=CC=C(C=C1)CN[C@H]1C[C@@H]([C@H](C1)N(C=1C2=C(N=C(N1)NC)SC(=C2)CC(F)(F)F)C)OC